OC(=O)C(F)(F)F.FC1=CC=C(C=C1)C1C(C1)NCCCC(=O)N1CC2=C(CC1)SC(=C2)C(=O)NO 5-(4-((2-(4-fluorophenyl)cyclopropyl)amino)butanoyl)-N-hydroxy-4,5,6,7-tetrahydrothieno[3,2-c]pyridine-2-carboxamide TFA Salt